(S)-[4-bromo-2-(1,1-difluoroethyl)phenoxy]cyclopropylacetic acid BrC1=CC(=C(O[C@H](C(=O)O)C2CC2)C=C1)C(C)(F)F